cyanide compound with cyanide [C-]#N.[C-]#N